N(=C=O)C1=C(C=CC=C1)CC1=CC=C(C=C1)OC#N 1-Isocyanato-2-[(4-cyanatophenyl)methyl]benzol